N-(3,4-dimethoxyphenyl)acetamid COC=1C=C(C=CC1OC)NC(C)=O